C(C)(C)(C)OC(=O)N(C(OC(C)(C)C)=O)C1=C(C=C(C=C1)[N+](=O)[O-])C#N tert-Butyl N-tert-butoxycarbonyl-N-(2-cyano-4-nitro-phenyl)carbamate